COC(C1=CC=CC=C1)(C(F)(F)F)N=C=O α-Methoxy-α-(trifluoromethyl)benzyl Isocyanate